7-methyl-5-(trimethyl-(silyl)ethynyl)-7H-pyrrolo[2,3-d]pyrimidin-4-amine CN1C=C(C2=C1N=CN=C2N)C#C[Si](C)(C)C